7-(3-((1R,5S,6s)-6-((1-(4-chlorophenyl)-3-ethoxy-3-oxopropyl)amino)-3-azaBicyclo[3.1.0]hex-3-yl)propyl)-3,4-dihydro-1,8-naphthyridine-1(2H)-carboxylate ClC1=CC=C(C=C1)C(CC(=O)OCC)NC1[C@@H]2CN(C[C@H]12)CCCC1=CC=C2CCCN(C2=N1)C(=O)[O-]